5-[5-(3,3-difluoroazetidin-1-yl)-3-{[(5-fluoropyridin-3-yl)oxy]methyl}pyridin-2-yl]-1-methyl-1H-pyrrole-3-carboxylic acid FC1(CN(C1)C=1C=C(C(=NC1)C1=CC(=CN1C)C(=O)O)COC=1C=NC=C(C1)F)F